N-(4-((5-(1,6-dimethyl-1H-pyrazolo[3,4-b]pyridin-4-yl)-3-methyl-4,5,6,7-tetrahydro-1H-pyrazolo[4,3-c]pyridin-1-yl)methyl)bicyclo[2.2.2]oct-1-yl)-2-(N-methylacetylamino)acetamide CN1N=CC=2C1=NC(=CC2N2CC1=C(CC2)N(N=C1C)CC12CCC(CC1)(CC2)NC(CNC(CC)=O)=O)C